3-((2-fluoro-4-(trifluoromethyl)phenoxy)methyl)cyclobutyl 6-oxo-7-oxa-2,5-diazaspiro[3.4]octane-2-carboxylate O=C1NC2(CN(C2)C(=O)OC2CC(C2)COC2=C(C=C(C=C2)C(F)(F)F)F)CO1